Cl.NC1CC(CCC1)C(=O)OC methyl (rac)-3-aminocyclohexanecarboxylate hydrochloride